C1(CCCC1)C1C2C=CC(C1)C2 5-cyclopentylbicyclo[2.2.1]Hept-2-ene